N1N=CC=2C1=NC=C(C2)NC2CCCC=1C(=C(C(=CC21)C#N)OCCCl)Cl 8-((1H-pyrazolo[3,4-b]pyridin-5-yl)amino)-4-chloro-3-(2-chloroethoxy)-5,6,7,8-tetrahydronaphthalene-2-carbonitrile